5-(cyclopropyl(methoxy)methyl)-1-methyl-N-((6-methyl-5-(pyrazolo[1,5-a]pyridin-5-yl)-2,3-dihydro-1H-inden-4-yl)carbamoyl)-1H-pyrazole-3-sulfonamide C1(CC1)C(C1=CC(=NN1C)S(=O)(=O)NC(NC1=C2CCCC2=CC(=C1C1=CC=2N(C=C1)N=CC2)C)=O)OC